N-(2-aminoethyl)-α-aminomethyldimethylethoxysilane NCCNCC(C)O[SiH](C)C